(S)-2-((R)-1-hydroxy-2-methoxy-2-oxoethyl)pyrrolidine-1-carboxylic acid tert-butyl ester C(C)(C)(C)OC(=O)N1[C@@H](CCC1)[C@H](C(=O)OC)O